ClC1=CC=C(C=N1)CN1C=CC=C2C1=NC(N(C2=O)CC2CC2)=O 8-((6-chloropyridin-3-yl)methyl)-3-(cyclopropylmethyl)pyrido[2,3-d]pyrimidine-2,4(3H,8H)-dione